C(=C)OC(COCC1(COC1)CC)C propylene glycol [(3-ethyl-3-oxetanyl) methyl] vinyl ether